O=C1[C@]2(C=3C(=NC=CC3)N1COCC[Si](C)(C)C)CC1=C(SC(=C1)C(=O)[O-])C2 (R)-2'-oxo-1'-((2-(trimethylsilyl) ethoxy) methyl)-1',2',4,6-tetrahydrospiro[cyclopenta[B]thiophene-5,3'-pyrrolo[2,3-B]pyridine]-2-carboxylate